[N-]=[N+]=[N-].[Ti+] titanium monoazide